ClC1=NC(=NC(=C1)OC1=CC=CC=C1)NS(=O)(=O)C=1C=NN(C1)C N-(4-chloro-6-phenoxy-pyrimidin-2-yl)-1-methyl-pyrazole-4-sulfonamide